ethyl (S)-2-(tert-butoxy)-2-(7-(4-chlorophenyl)-5-methyl-2-(5-methyl-7-(1-(oxetan-3-yl)piperidin-4-yl)-5H-pyrrolo[2,3-b]pyrazin-2-yl)benzo[d]thiazol-6-yl)acetate C(C)(C)(C)O[C@H](C(=O)OCC)C1=C(C2=C(N=C(S2)C=2N=C3C(=NC2)N(C=C3C3CCN(CC3)C3COC3)C)C=C1C)C1=CC=C(C=C1)Cl